(3-morpholinopropyl)diethoxymethylsilane O1CCN(CC1)CCC[SiH2]C(OCC)OCC